2-cyclopentenyl alcohol C1(C=CCC1)O